methyl[(4-hydroxy-1-methyl-7-phenoxyisoquinolin-3-yl)carbonyl] glycinate NCC(=O)OC(=O)C=1N=C(C2=CC(=CC(=C2C1O)C)OC1=CC=CC=C1)C